[2-(6,7-Difluoro-2,4-dimethyl-indol-1-yl)-ethyl]-{6-[4-(1H-imidazol-4-yl)-phenyl]-pyrimidin-4-yl}-amin FC1=CC(=C2C=C(N(C2=C1F)CCNC1=NC=NC(=C1)C1=CC=C(C=C1)C=1N=CNC1)C)C